3-(2-aminopyridin-4-yl)-4-((3-(trifluoromethyl)phenyl)amino)benzoic acid NC1=NC=CC(=C1)C=1C=C(C(=O)O)C=CC1NC1=CC(=CC=C1)C(F)(F)F